(R)-3-(3,5-dimethoxyphenylethynyl)-4-(3-acrylamidopiperidin-1-yl)indole-7-carboxamide COC=1C=C(C=C(C1)OC)C#CC1=CNC2=C(C=CC(=C12)N1C[C@@H](CCC1)NC(C=C)=O)C(=O)N